ethylenebis(oxyethylene) bis[3-(5-tert-butyl-4-hydroxy-m-tolyl) propionate] Hexamethylenebis[3-(3,5-di-tert-butyl-4-hydroxyphenyl)propionate] C(C)(C)(C)C=1C=C(C=C(C1O)C(C)(C)C)CC(C(=O)O)CCCCCCC(C(=O)O)CC1=CC(=C(C(=C1)C(C)(C)C)O)C(C)(C)C.C(C)(C)(C)C=1C(=C(C=C(C1)C)CCC(=O)OCCOCCOCCOC(CCC=1C=C(C=C(C1O)C(C)(C)C)C)=O)O